2-[(2S,4R,5S)-1-(2,4-dichlorophenyl)-5-hydroxy-2,6,6-trimethylheptan-4-yl]-2,4-dihydro-3H-1,2,4-triazole-3-thione ClC1=C(C=CC(=C1)Cl)C[C@@H](C[C@H]([C@H](C(C)(C)C)O)N1N=CNC1=S)C